(1R,3S)-3-{3-[(1,3-benzothiazol-4-ylacetyl)amino]-1H-pyrazol-5-yl}cyclopentylethylcarbamate S1C=NC2=C1C=CC=C2CC(=O)NC2=NNC(=C2)[C@@H]2C[C@@H](CC2)CCNC([O-])=O